N2,N4-bis(diisopropylphosphino)-6-methyl-1,3,5-triazine-2,4-diamine C(C)(C)P(NC1=NC(=NC(=N1)NP(C(C)C)C(C)C)C)C(C)C